OC1=CC=C(CNC(OC(C)(C)C)=O)C=C1 t-butyl (4-hydroxybenzyl)carbamate